(R,2R)-N'-((8-fluoro-1,2,3,5,6,7-hexahydro-s-indacen-4-yl)carbamoyl)-2-(methoxymethyl)-2,3-dihydropyrazolo[5,1-b]oxazole-7-sulfonimidamide FC=1C=2CCCC2C(=C2CCCC12)NC(=O)N=[S@](=O)(N)C=1C=NN2C1O[C@H](C2)COC